O[C@@H](C(C)=O)CCCC (3R)-3-hydroxy-2-heptanone